BrC1=C(NC)C(=CC=C1)[N+](=O)[O-] 2-bromo-N-methyl-6-nitroaniline